(2-fluoroethyl)piperidine FCCN1CCCCC1